ON(C(=O)CC(C(=O)O)CCC(=O)O)CCC 2-[[N-hydroxy(propyl)carbamoyl]methyl]pentanedioic acid